2-([1,1'-biphenyl]-4-yl)-1,3,4-oxadiazole-5-boronic acid C1(=CC=C(C=C1)C=1OC(=NN1)B(O)O)C1=CC=CC=C1